E-mannose O=C[C@@H](O)[C@@H](O)[C@H](O)[C@H](O)CO